3-(4-(pyrrolidin-1-yl)butyl)urea N1(CCCC1)CCCCNC(N)=O